N1N=CC=C1CCC(=O)O 3-(1H-PYRAZOL-5-YL)PROPANOIC ACID